COC(C1=C(C=CC=C1)C#C[Si](C)(C)C)=O.C(#N)C(COOCC)NC(=O)C1CCOC1 N-(1-cyano-2-ethylperoxyethyl)tetrahydrofuran-4-carboxamide methyl-2-(2-trimethylsilylethynyl)-benzoate